C(C)OC(=O)CCCOC1=C(C2=CC=CC=C2C=2C=CC=CC12)C=1C2=CC=CC=C2C=2C=CC=CC2C1OCCCC(=O)OCC 10,10'-bis(ethoxycarbonylpropoxy)-9,9'-biphenanthryl